fluoro[biphenyl] FC1=C(C=CC=C1)C1=CC=CC=C1